The molecule is a C-glycosyl compound that is isoorientin in which the hydroxyl hydrogen at position 7 is replaced by a glucosyl residue. It has a role as a metabolite. It is a C-glycosyl compound, a trihydroxyflavone, a glycosyloxyflavone and a monosaccharide derivative. It derives from an isoorientin. C1=CC(=C(C=C1C2=CC(=O)C3=C(C(=C(C=C3O2)OC4[C@@H]([C@H]([C@@H]([C@H](O4)CO)O)O)O)[C@H]5[C@@H]([C@H]([C@@H]([C@H](O5)CO)O)O)O)O)O)O